(4-chloro-7-(4,4,5,5-tetramethyl-1,3,2-dioxaborolan-2-yl)-1-(2,2,2-trifluoroethyl)-1H-indazol-3-yl)methanesulfonamide ClC1=C2C(=NN(C2=C(C=C1)B1OC(C(O1)(C)C)(C)C)CC(F)(F)F)CS(=O)(=O)N